3-isopropylcyclohexane-1,2-dicarboxylic acid C(C)(C)C1C(C(CCC1)C(=O)O)C(=O)O